5-ethyldodecane C(C)C(CCCC)CCCCCCC